ClC1=NC=C(C(=C1)C1=C(C=NC(=C1)C)C(=O)NC=1SC2=C(N1)CN(C2)C(=O)C2=CN=NC(=C2C)C)OC 2'-chloro-N-(5-(5,6-dimethylpyridazine-4-carbonyl)-5,6-dihydro-4H-pyrrolo[3,4-d]thiazol-2-yl)-5'-methoxy-6-methyl-[4,4'-bipyridine]-3-carboxamide